CC(C)OCCNC(C=C)=O N-[2-(1-methylethoxy)ethyl]-acrylamide